FC1=C(C=C(C(=C1)N1CCNCC1)C)C1C(NC(CC1)=O)=O 3-(2-fluoro-5-methyl-4-piperazin-1-yl-phenyl)piperidine-2,6-dione